FC=1C=C(C=NC1C1=CC(=CC=C1)C(F)(F)F)N 5-fluoro-6-(3-(trifluoromethyl)phenyl)pyridin-3-amine